OC1=C(C=C(C=C1C(C)(C)C)CCC(=O)OCC)C(C)(C)C {3-(4-hydroxy-3,5-di-t-butylphenyl)propionyloxymethyl}methane